CC=1N(C(=NN1)[C@@H]1CC[C@H](CC1)OC1=NC=CC=C1)C1=CC=C(C=C1)C trans-2-((4-(5-Methyl-4-(p-tolyl)-4H-1,2,4-triazol-3-yl)cyclohexyl)oxy)pyridin